3-methyl-4-(methylsulfonyl)piperazine CC1CNCCN1S(=O)(=O)C